N-(5-((4-chlorobenzyl)oxy)-1,3,4-thiadiazol-2-yl)-2-fluoro-5-(2-methoxyphenyl)isonicotinamide ClC1=CC=C(COC2=NN=C(S2)NC(C2=CC(=NC=C2C2=C(C=CC=C2)OC)F)=O)C=C1